ClC=1C(N(C(=CC1OCC1=NC=C(C=C1F)F)C)C1=CC(=NC=C1C)N1C(C(=CC=C1)C(C)(C)O)=O)=O 3-chloro-4-[(3,5-difluoropyridin-2-yl)methoxy]-2'-[3-(2-hydroxypropan-2-yl)-2-oxopyridin-1-yl]-5',6-dimethyl-[1,4'-bipyridin]-2-one